N-(1-cyanocyclopropyl)-8-(2-oxa-7-azaspiro[3.5]nonan-7-yl)-3-(5-(trifluoromethyl)-1,3,4-thiadiazol-2-yl)imidazo[1,5-a]pyridine-6-sulfonamide C(#N)C1(CC1)NS(=O)(=O)C=1C=C(C=2N(C1)C(=NC2)C=2SC(=NN2)C(F)(F)F)N2CCC1(COC1)CC2